4-(4-(3-(1-methyl-1H-indazol-6-yl)-1,4-dihydrothieno[2',3':4,5]cyclopenta[1,2-c]pyrazol-6-yl)benzyl)morpholin-3-one CN1N=CC2=CC=C(C=C12)C=1C2=C(NN1)C1=C(C2)SC(=C1)C1=CC=C(CN2C(COCC2)=O)C=C1